FC(CN1C(=NC2=NC=C(C=C21)C2=CNC=1N=C(N=CC12)NC1CCC2(CCO2)CC1)C)F 5-(1-(2,2-difluoroethyl)-2-methyl-1H-imidazo[4,5-b]pyridin-6-yl)-N-((4r,7r)-1-oxaspiro[3.5]nonan-7-yl)-7H-pyrrolo[2,3-d]pyrimidin-2-amine